2-bromo-3-(bromomethyl)-5-methoxypyridine BrC1=NC=C(C=C1CBr)OC